(S)-methyl 2-(5-(2-(dimethylamino) ethyl)-2-oxo-4-(trifluoromethyl) pyrimidin-1(2H)-yl)-4-methylpentanoate CN(CCC=1C(=NC(N(C1)[C@H](C(=O)OC)CC(C)C)=O)C(F)(F)F)C